(R)-1-(1-(1-((1-(4-(4-(3-Amino-6-(2-hydroxyphenyl)pyridazin-4-yl)morpholin-2-yl)-3-methylbenzoyl)-4-fluoropiperidin-4-yl)methyl)piperidin-4-yl)-4-methyl-1H-indol-5-yl)dihydropyrimidine NC=1N=NC(=CC1N1C[C@H](OCC1)C1=C(C=C(C(=O)N2CCC(CC2)(F)CN2CCC(CC2)N2C=CC3=C(C(=CC=C23)N2CNCC=C2)C)C=C1)C)C1=C(C=CC=C1)O